OC=1C(=C(C(=NC1C)NC(=O)C=1NC2=CC=C(C=C2C1)OC(F)(F)F)C)C N-(5-Hydroxy-3,4,6-trimethylpyridin-2-yl)-5-(trifluoromethoxy)-1H-indol-2-carboxamid